N-hydroxy-4-((o-toluylamino)methyl)benzamide ONC(C1=CC=C(C=C1)CNC1=C(C=CC=C1)C)=O